C(=O)O.NC1CCN(CC1)C(=O)C1=C(C=C(C=C1)NC=1C=2N(C=CN1)C(=CN2)C2=C(C(=C(C=C2)OC(F)F)F)F)CC (4-aminopiperidin-1-yl)(4-((3-(4-(difluoromethoxy)-2,3-difluorophenyl)imidazo[1,2-a]pyrazin-8-yl)amino)-2-ethylphenyl)methanone formate